NC1=NC=CC=N1 AMINOPYRIMIDIN